FC=1C(=CC2=C(N=C(O2)C)C1C)NC(=O)N1CCC=2C1=NC=CC2N2CCN(C1(CC1)C2)C(=O)OC(C)(C)C tert-butyl 7-(1-((5-fluoro-2,4-dimethylbenzo[d]oxazol-6-yl)carbamoyl)-2,3-dihydro-1H-pyrrolo[2,3-b]pyridin-4-yl)-4,7-diazaspiro[2.5]octane-4-carboxylate